Tert-butyl 2-[3-(4-{[(tert-butoxy)carbonyl]amino}butoxy)phenyl]acetate C(C)(C)(C)OC(=O)NCCCCOC=1C=C(C=CC1)CC(=O)OC(C)(C)C